n-butanol phosphate potassium salt [K+].P(=O)([O-])([O-])OCCCC.[K+]